ethyl (S)-3-amino-3-(3-(5-fluoro-2-methylbenzyl)phenyl)propanoate N[C@@H](CC(=O)OCC)C1=CC(=CC=C1)CC1=C(C=CC(=C1)F)C